FC(C=1SC(=CN1)/C=C/C1CN(C1)C(C=C)=O)(F)F 1-{3-[(E)-2-[2-(trifluoromethyl)-1,3-thiazol-5-yl]vinyl]azetidin-1-yl}prop-2-en-1-one